C(=O)C=1C=CC(=NC1)C=1C=NC(=NC1)N1N=CC(=C1)C(=O)NCC1=NC(=NN1)C(C(F)(F)F)(C)C 1-(5-(5-formylpyridin-2-yl)pyrimidin-2-yl)-N-((3-(1,1,1-trifluoro-2-methylpropan-2-yl)-1H-1,2,4-triazol-5-yl)methyl)-1H-pyrazole-4-carboxamide